4-((6-(((adamantan-1-yl)methyl)amino)hexyl)thio)-2-(2,6-dioxopiperidin-3-yl)isoindoline-1,3-dione C12(CC3CC(CC(C1)C3)C2)CNCCCCCCSC2=C3C(N(C(C3=CC=C2)=O)C2C(NC(CC2)=O)=O)=O